2-Ethylsulfanyl-N-[(3-fluorophenyl)-methyl]-6-[(4-fluorophenyl)-methyl-methyl-amino]-4-methyl-pyridine-3-carboxylic acid amide C(C)SC1=NC(=CC(=C1C(=O)NCC1=CC(=CC=C1)F)C)N(CC1=CC=C(C=C1)F)C